N(C1=CC=CC=C1)CCC[Si](OC)(OC)C γ-anilinopropylmethyldimethoxysilane